NC1=NC=C(C=C1C=1C=C(C(=C(C1)NS(=O)(=O)CCC)OC)F)C1=NOC(=N1)N1CCOCC1 N-(5-(2-amino-5-(5-morpholino-1,2,4-oxadiazol-3-yl)pyridin-3-yl)-3-fluoro-2-methoxyphenyl)propane-1-sulfonamide